(S)-7-((S)-5-Chloro-6-fluoro-2-phenyl-2-((S)-pyrrolidin-2-yl)-2,3-dihydrobenzofuran-4-yl)-2-ethyl-6-fluoro-2,4-dihydrochromeno[3,4-c]pyrazole-8-carboxamide ClC=1C(=CC2=C(C[C@@](O2)([C@H]2NCCC2)C2=CC=CC=C2)C1C=1C(=CC2=C(C1F)OCC1=NN(C=C12)CC)C(=O)N)F